CC(COC(C=C)=O)(COCCC[Si](O[Si](C)(C)C)(O[Si](C)(C)C)C)O propenoic acid-2-methyl-2-hydroxy-3-[3-[1,3,3,3-tetramethyl-1-[(trimethyl silyl)oxy]-1-disiloxanyl]propoxy]propyl ester